NN[C@@H](CCC(N)=O)C(=O)O aminoglutaminic acid